C1(=CC=CC2=CC=CC=C12)N(C1=CC=2C(C3=CC(=CC=C3C2C=C1)N(C1=CC=CC=C1)C1=CC=CC2=CC=CC=C12)(CCCCCCCC)CCCCCCCC)C1=CC=CC=C1 N2,N7-di(naphthalen-1-yl)-9,9-dioctyl-N2,N7-diphenyl-9H-fluorene-2,7-diamine